C(#N)C1=CC(=C(COC2=CC=CC(=N2)C=2C=NN(C(C2)=O)CC=2N(C3=C(N2)SC(=C3)C(=O)OC)C[C@H]3OCC3)C=C1)F methyl (S)-2-((4-(6-((4-cyano-2-fluorobenzyl)oxy)pyridin-2-yl)-6-oxopyridazin-1(6H)-yl)methyl)-1-(oxetan-2-ylmethyl)-1H-thieno[2,3-d]imidazole-5-carboxylate